C(#C)C1CCC(CC1)=O 4-ethynylcyclohexan-1-one